tert-butyl (3S)-3-[4-[3-chloro-4-(2-pyridylmethoxy)anilino]quinazolin-6-yl]piperidine-1-carboxylate ClC=1C=C(NC2=NC=NC3=CC=C(C=C23)[C@H]2CN(CCC2)C(=O)OC(C)(C)C)C=CC1OCC1=NC=CC=C1